N(=[N+]=[N-])CCONCCCC[C@H](N)C(=O)O N6-azidoethoxy-L-lysine